C(C#C)OC1OCCCC1 2-(2-Propynyloxy)tetrahydro-2H-pyran